BrC1=CC2=C(CC3(CCNCC3)O2)C=C1 6-bromo-3H-spiro[benzofuran-2,4'-piperidine]